2-thiopheneformamide S1C(=CC=C1)C(=O)N